O7-[2-(hydroxymethyl)-3-(7-nonoxy-7-oxo-heptanoyl)oxy-2-[(7-nonoxy-7-oxo-heptanoyl) oxymethyl]propyl] O1-nonyl heptanedioate C(CCCCCC(=O)OCC(COC(CCCCCC(=O)OCCCCCCCCC)=O)(COC(CCCCCC(=O)OCCCCCCCCC)=O)CO)(=O)OCCCCCCCCC